C1(=CC=CC=C1)CCOC1=CC(=NC2=CC=CC=C12)C(=O)NCC1=CC=C(C(=O)O)C=C1 4-((4-Phenylethoxyquinoline-2-carboxamido)methyl)benzoic acid